ClC=1NC(=C(C1C(=O)OCC)C)C1=C(C=CC=C1)C(F)(F)F Ethyl 2-chloro-4-methyl-5-(2-(trifluoromethyl) phenyl)-1H-pyrrole-3-carboxylate